2-((2-(6-Isopropylpyrimidin-4-yl)-1H-indol-5-yl)thio)-2-methylpropanoic acid C(C)(C)C1=CC(=NC=N1)C=1NC2=CC=C(C=C2C1)SC(C(=O)O)(C)C